1-aminonaphthalen-2-ol hydrochloride Cl.NC1=C(C=CC2=CC=CC=C12)O